2-(2-methylpropyl)-4-(trifluoromethyl)-3H-imidazole CC(CC1=NC=C(N1)C(F)(F)F)C